3-allyl-5-fluoro-2-hydroxybenzaldehyde C(C=C)C=1C(=C(C=O)C=C(C1)F)O